(S)-3-methyl-4-methylenepiperidine-1,3-dicarboxylic acid 1-(tert-butyl) ester C(C)(C)(C)OC(=O)N1C[C@](C(CC1)=C)(C(=O)O)C